N-(4-(2,6-dimethylmorpholino)phenyl)-1-methyl-1H-benzo[d][1,2,3]triazol-5-amine CC1OC(CN(C1)C1=CC=C(C=C1)NC1=CC2=C(N(N=N2)C)C=C1)C